C(#N)C1(CC1)C1=C(C=C2N1N=CC(=C2)C2CCOCC2)C(=O)O 7-(1-cyanocyclopropyl)-3-(tetrahydro-2H-pyran-4-yl)pyrrolo[1,2-b]pyridazine-6-carboxylic acid